C(CCCCCCCCCCCCCCC)F hexadecyl-fluorine